FC1=C(C(=O)N[C@H](C(=O)OC)CC2=C3CCCOC3=C(C=C2)B2OC(C(O2)(C)C)(C)C)C(=CC(=C1)N1[C@H](COCC1)C(F)(F)F)F methyl (S)-2-(2,6-difluoro-4-((R)-3-(trifluoromethyl)morpholino) benzamido)-3-(8-(4,4,5,5-tetramethyl-1,3,2-dioxaborolan-2-yl)chroman-5-yl)propanoate